ClC1N=CC(=C(N1)C1=C(C2=C(C3(N(C2=O)C)CC2(C3)CC2)S1)C)F 2''-(2-Chloro-5-fluoro-2,3-dihydropyrimidin-4-yl)-3'',5''-dimethyldispiro[cyclopropane-1,1'-cyclobutane-3',6''-thieno[2,3-c]pyrrol]-4''(5''H)-one